5-(4-((5-Morpholinopyridin-3-yl)methoxy)phenyl)-2-oxo-6-(trifluoromethyl)-1,2-dihydropyridin-3-carboxamide O1CCN(CC1)C=1C=C(C=NC1)COC1=CC=C(C=C1)C=1C=C(C(NC1C(F)(F)F)=O)C(=O)N